(4R)-4-[3-Oxo-3-[6-[[6-(trifluoro-methyl)pyridazin-3-yl]amino]-2-azaspiro[3.3]heptan-2-yl]propyl]oxazolidin-2-one O=C(CC[C@H]1NC(OC1)=O)N1CC2(C1)CC(C2)NC=2N=NC(=CC2)C(F)(F)F